2-(2-cyclopropylpropyl)oxirane C1(CC1)C(CC1OC1)C